C(C)(C)(C)OC(=O)N1C2(C\C(\CC1CC2)=N/O)C (Z)-3-(hydroxyimino)-1-methyl-8-azabicyclo[3.2.1]octane-8-carboxylic acid tert-butyl ester